1-(2-(3-isopropylbenzoyl)-2-azaspiro[3.3]heptan-6-yl)-3-(4-methoxybenzyl)urea C(C)(C)C=1C=C(C(=O)N2CC3(C2)CC(C3)NC(=O)NCC3=CC=C(C=C3)OC)C=CC1